C(C)(=O)O[C@@H]1C[C@@H]2CCC3[C@H]4[C@](CCC3[C@]2(CC1)C)([C@H](CC4)[C@H](C)CCCC(=O)OC)C (1R,3aS,5aS,7S,9aS,11aR)-1-[(2R)-6-Methoxy-6-oxohexan-2-yl]-9a,11a-dimethylhexadecahydro-1H-cyclopenta[1,2-i]phenanthren-7-yl acetate